1-ethyl-2-propenyltrimethoxysilane C(C)C(C=C)[Si](OC)(OC)OC